methyl 10-{4-[4-({(1R)-1-[3-(difluoromethyl)-2-fluorophenyl]ethyl}amino)-2-methylpyrido[3,4-d]pyrimidin-6-yl]piperazin-1-yl}-10-oxodecanoate FC(C=1C(=C(C=CC1)[C@@H](C)NC=1C2=C(N=C(N1)C)C=NC(=C2)N2CCN(CC2)C(CCCCCCCCC(=O)OC)=O)F)F